4-[3-(2-aminoethyl)phenyl]-3-(2-methyl-6-morpholin-4-ylpyrimidin-4-yl)oxybenzonitrile NCCC=1C=C(C=CC1)C1=C(C=C(C#N)C=C1)OC1=NC(=NC(=C1)N1CCOCC1)C